CC1N(CCNC1)C1=CC=NC=C1 4-(2-methylpiperazin-1-yl)pyridine